7-(1-Benzylpiperidin-3-yl)-3-(2-methoxypyridin-3-yl)pyrazolo[1,5-a]pyrimidine C(C1=CC=CC=C1)N1CC(CCC1)C1=CC=NC=2N1N=CC2C=2C(=NC=CC2)OC